C(#N)C=1C=C(OCC=2N=NN(C2)[C@H](C(=O)N2[C@@H](C[C@H](C2)O)C(=O)NC)C(C)(C)C)C=CC1 (2S,4r)-1-[(2S)-2-[4-[(3-cyanophenoxy)methyl]triazol-1-yl]-3,3-dimethyl-butyryl]-4-hydroxy-N-methyl-pyrrolidine-2-carboxamide